NC=1CC(=CC2=C(N1)C=CS2)C(=O)N(CC#CCN\C(\NCCOCCOCCOCCOCCOCCOCCOCCOCCOCCOCCC(=O)O)=N/C2=CC(=CC=C2)C#N)CCC (E)-41-(5-amino-6H-thieno[3,2-b]azepine-7-carbonyl)-35-((3-cyanophenyl)imino)-4,7,10,13,16,19,22,25,28,31-decaoxa-34,36,41-triazatetratetracont-38-ynoic acid